tert-butyl (E)-((2-((1-acetyl-3-oxoindolin-2-ylidene)methyl) benzo[d]thiazol-5-yl)methyl)(tetrahydro-2H-pyran-4-yl)carbamate C(C)(=O)N1\C(\C(C2=CC=CC=C12)=O)=C\C=1SC2=C(N1)C=C(C=C2)CN(C(OC(C)(C)C)=O)C2CCOCC2